CC1=NC(=CC=C1S(=O)(=O)N1[C@H]2CC(C[C@@H]1CC2)N2CC1(COC1)C2)C(F)(F)F 6-((1r,3r,5s)-8-((2-methyl-6-(trifluoromethyl)pyridin-3-yl)sulfonyl)-8-azabicyclo[3.2.1]oct-3-yl)-2-oxa-6-azaspiro[3.3]heptane